O[C@@H]1[C@H](CC(C1)(C)C)NC(OC(C)(C)C)=O tert-butyl ((1S,2S)-2-hydroxy-4,4-dimethylcyclopentyl)carbamate